C(C)(=O)O[C@@H]1CN(CC[C@@H]1NC1=NN2C(C=N1)=C(C(=C2C2(CCC2)CC)C#N)Cl)S(=O)(=O)C(F)(F)F (3R,4S)-4-{[5-chloro-6-cyano-7-(1-ethylcyclobutyl)pyrrolo[2,1-f][1,2,4]triazin-2-yl]amino}-1-trifluoromethanesulfonylpiperidin-3-yl acetate